OC=1C=C(C=CC1)C#CC1=CC=C(C(=C1)O)OC 3,5'-dihydroxy-4'-methoxytolan